(5S,8R)-N-(4-chloro-3-cyanophenyl)-1-fluoro-6,7,8,9-tetrahydro-5H-5,8-epiminocyclohepta[c]pyridine-10-carboxamide ClC1=C(C=C(C=C1)NC(=O)N1[C@H]2CC[C@@H]1CC=1C(=NC=CC12)F)C#N